Methyl ((S)-4-(benzyloxy)-2-((tert-butoxycarbonyl)amino)-4-oxobutanoyl)-L-leucinate C(C1=CC=CC=C1)OC(C[C@@H](C(=O)N[C@@H](CC(C)C)C(=O)OC)NC(=O)OC(C)(C)C)=O